NC=1C=C(C(=CC1)OC)[N+]#N para-aminoanisolediazonium